(methyl-tert-butoxyhexylsilane-diyl)-bis((2-methyl-4-tert-butyl-phenylindenyl))zirconium dichloride [Cl-].[Cl-].C[Si](CCCCCCOC(C)(C)C)=[Zr+2](C1C(=CC2=CC=CC=C12)C1=C(C=C(C=C1)C(C)(C)C)C)C1C(=CC2=CC=CC=C12)C1=C(C=C(C=C1)C(C)(C)C)C